C(C=C)N1C(N(C(N(C1=O)CC=C)=O)CC=C)=O 1,3,5-triallyl-1,3,5-triazine-2,4,6(1H,3H)-trione